NC=1C=C(C=CC1NC1=CC=C(C=C1)F)O 3-amino-4-((4-fluorophenyl)amino)phenol